ferrous DL-aspartate N[C@@H](CC(=O)[O-])C(=O)[O-].[Fe+2] |r|